N-(4-bromophenyl)prop-2-enamide C=CC(=O)NC1=CC=C(C=C1)Br